(S)-(6-Fluoro-3-(2-((1-hydroxypropan-2-yl)amino)-5-(trifluoromethyl)pyrimidin-4-yl)-1H-indole-7-yl)dimethylphosphine oxide FC1=CC=C2C(=CNC2=C1P(C)(C)=O)C1=NC(=NC=C1C(F)(F)F)N[C@H](CO)C